2-methoxy-4-(6-geranyl-5,7-dihydroxy-4-oxo-4H-chromen-2-yl)phenolate COC1=C(C=CC(=C1)C=1OC2=CC(=C(C(=C2C(C1)=O)O)C\C=C(/C)\CCC=C(C)C)O)[O-]